4-(2,6-dimethylmorpholino)-2-methylaniline CC1OC(CN(C1)C1=CC(=C(N)C=C1)C)C